5-(((trans-3-(3-cyclopropyl-4-(6-((cis-4-hydroxycyclohexyl)amino)pyridin-2-yl)-1H-pyrazol-1-yl)cyclobutyl)methyl)amino)-2-(2,6-dioxopiperidin-3-yl)isoindoline-1,3-dione C1(CC1)C1=NN(C=C1C1=NC(=CC=C1)N[C@@H]1CC[C@@H](CC1)O)[C@@H]1C[C@H](C1)CNC=1C=C2C(N(C(C2=CC1)=O)C1C(NC(CC1)=O)=O)=O